rac-4-amino-3-((((7S,8R)-8-fluoro-7-methyl-1,4-dioxaspiro[4.5]decan-7-yl)methyl)amino)benzonitrile NC1=C(C=C(C#N)C=C1)NC[C@@]1(CC2(OCCO2)CC[C@H]1F)C |r|